(S)-2-(tert-butyl-diphenyl-silanyloxy)-propionic acid (S)-1-[ethyl-((4S,6S)-6-methyl-7,7-dioxo-2-sulfamoyl-4,5,6,7-tetrahydro-7λ*6*-thieno[2,3-b]thiopyran-4-yl)-carbamoyl]-ethyl ester C(C)N(C(=O)[C@H](C)OC([C@H](C)O[Si](C1=CC=CC=C1)(C1=CC=CC=C1)C(C)(C)C)=O)[C@@H]1C2=C(S([C@H](C1)C)(=O)=O)SC(=C2)S(N)(=O)=O